(1R,5S,6r)-6-(((2,3-difluoropyridin-4-yl)oxy)methyl)-3-azabicyclo[3.1.0]Hexane hydrochloride Cl.FC1=NC=CC(=C1F)OCC1[C@H]2CNC[C@@H]12